2-amino-1-octanol NC(CO)CCCCCC